(E)-2-(3,7-dimethylocta-2,6-dien-1-yl)-5-pentyl-1,3-phenylene bis(4-methylpiperazine-1-carboxylate) CN1CCN(CC1)C(=O)OC1=C(C(=CC(=C1)CCCCC)OC(=O)N1CCN(CC1)C)C\C=C(\CCC=C(C)C)/C